Methyl 2-(4-fluorophenyl)-2-methoxy-acetate FC1=CC=C(C=C1)C(C(=O)OC)OC